tert-butyl N-[trans-4-[[6-(2-amino-4-methyl-pyrimidin-5-yl)-3-[N'-(2-chloro-5-fluoro-phenyl)carbamimidoyl]pyrrolo[1,2-b]pyridazin-4-yl]amino]cyclohexyl]carbamate NC1=NC=C(C(=N1)C)C=1C=C2N(N=CC(=C2N[C@@H]2CC[C@H](CC2)NC(OC(C)(C)C)=O)C(N)=NC2=C(C=CC(=C2)F)Cl)C1